C(CCC)NC1CCC=2C=C(C(=C(C2C1)F)N1CC(NS1(=O)=O)=O)O 5-[7-(butylamino)-1-fluoro-3-hydroxy-5,6,7,8-tetrahydronaphthalen-2-yl]-1λ6,2,5-thiadiazolidine-1,1,3-trione